C(C)(C)(C)OC(=O)N[C@H](C(=O)N1[C@@H]([C@H]2C([C@H]2C1)(C)C)C(=O)OC)CC1=CC=CC=C1 methyl (1R,2S,5S)-3-[(2S)-2-(tert-butoxycarbonylamino)-3-phenyl-propanoyl]-6,6-dimethyl-3-azabicyclo[3.1.0]hexane-2-carboxylate